C(C)(C)(C)[Si](OC1C(CCC1)C(C=O)=O)(C1=CC=CC=C1)C1=CC=CC=C1 2-[2-[tert-butyl-(diphenyl)silyl]oxycyclopentyl]-2-oxo-acetaldehyde